FC1=CC=C(C=C1)CC[Se]C1=CC=CC=C1 1-(4-fluorophenyl)-2-(phenylseleno)ethane